4,4-Difluorocyclohexanecarbonyl-hydrazine FC1(CCC(CC1)C(=O)NN)F